fmoc-hydroxylamine C(=O)(OCC1C2=CC=CC=C2C2=CC=CC=C12)NO